NC1=C2C(=NC=N1)N(N=C2C#CC=2C=CC1=C(N=CO1)C2)[C@H]2C[C@@H](N(C2)C(C=C)=O)COC 1-[(2R,4S)-4-[4-Amino-3-[2-(1,3-benzoxazol-5-yl)ethynyl]pyrazolo[3,4-d]pyrimidin-1-yl]-2-(methoxymethyl)pyrrolidin-1-yl]prop-2-en-1-one